C(C)OC1=CC=2N=CN=C(C2N=C1NC(=O)[C@@]12COC[C@H]2C1)C=1C(=NN(C1)C)C1=CC=CC=C1 (1S,5S)-N-(7-ethoxy-4-(1-methyl-3-phenyl-1H-pyrazol-4-yl)pyrido[3,2-d]pyrimidin-6-yl)-3-oxabicyclo[3.1.0]hexane-1-carboxamide